N-(bicyclo[1.1.1]pentan-1-yl)bicyclo[1.1.1]pentan-1-carboxamide C12(CC(C1)C2)NC(=O)C21CC(C2)C1